ClC1=CC(=C(OCC2=CC=CC(=N2)OC2CCN(CC2)CC2=NC3=C(N2C[C@H]2OCC2)C=C(C=C3)C(=O)[O-])C=C1)F (S)-2-((4-((6-((4-chloro-2-fluorophenoxy)methyl)pyridin-2-yl)oxy)piperidin-1-yl)methyl)-1-(oxetan-2-ylmethyl)-1H-benzo[d]imidazole-6-carboxylate